C(C)(=O)N[C@@H](CNC(=O)C=1C=NC2=C(C=CC=C2C1)C1=CCC(CC1)(F)F)C (R)-N-(2-acetamidopropyl)-8-(4,4-difluorocyclohex-1-en-1-yl)quinoline-3-carboxamide